N-(3-bromophenyl)-8-chloro-N-ethyl-[1,2,4]triazolo[4,3-a]quinazolin-5-amine BrC=1C=C(C=CC1)N(C1=NC=2N(C3=CC(=CC=C13)Cl)C=NN2)CC